5-[2-methyl-5-[[(1R,5S,7s)-3-oxa-9-azabicyclo[3.3.1]nonan-7-yl]oxy]-4-pyridyl]-N-(1-methyltriazol-4-yl)pyrazolo[1,5-a]pyridin-2-amine CC1=NC=C(C(=C1)C1=CC=2N(C=C1)N=C(C2)NC=2N=NN(C2)C)OC2C[C@H]1COC[C@@H](C2)N1